B1=CC=CO1 boroxol